C(#N)C=1C=C(C=CC1CC(=O)N)C1=C(C(=CC=C1)C1=CC(=C(C=C1)CC(=O)N)F)O (3-cyano-3''-fluoro-2'-hydroxy-[1,1':3',1''-terphenyl]-4,4''-diyl)diacetamide